FC=1C(=CC2=C(OCC(N2)=O)C1)C(=O)N 7-fluoro-3-oxo-3,4-dihydro-2H-benzo[b][1,4]oxazine-6-formamide